(S)-3-cyclopropyl-2-(2-((S)-1-(2,3-difluorobenzyl)-5-oxopyrrolidin-2-yl)acetamido)-propanoic acid C1(CC1)C[C@@H](C(=O)O)NC(C[C@H]1N(C(CC1)=O)CC1=C(C(=CC=C1)F)F)=O